OCCCCCCNCCCCCCN N-(6-hydroxyhexyl)-1,6-hexanediamine